(1r,2r)-2-(trifluoromethyl)cyclopropan-1-amine FC([C@H]1[C@@H](C1)N)(F)F